2,6-dimethoxy-N-{8'-methoxy-4'H-spiro[cyclobutane-1,5'-naphtho[2,1-d][1,2]oxazol]-3'-yl}benzenesulfonamide COC1=C(C(=CC=C1)OC)S(=O)(=O)NC1=NOC2=C1CC1(C3=CC=C(C=C32)OC)CCC1